NCCCCCCC Amino-heptane